O[C@H]1CN(CC2=CC=CC=C12)C(=O)OC(C)(C)C |r| tert-butyl rac-4-hydroxy-3,4-dihydroisoquinoline-2(1H)-carboxylate